CC1=CC(NC2=CC=C(C=C12)C)=O 4,6-Dimethylquinolin-2(1H)-one